C1(=CC=CC2=CC=CC=C12)C1=C2C(=C(C(=C(C2=C(C=2C(=C(C(=C(C12)[2H])[2H])[2H])[2H])[2H])[2H])[2H])[2H])C1=CC=CC2=CC=CC=C12 dinaphthylanthracene-d8